ClC1=C(C(=O)NC2=CC=C(C=C2)C(C(F)(F)F)(C(F)(F)F)O)C(=CC=C1)Cl 2,6-dichloro-N-(4-(1,1,1,3,3,3-hexafluoro-2-hydroxypropan-2-yl)phenyl)benzamide